2,4-Bis{4-[(3-(4-methylpiperazin-1-yl)propyl)iminomethyl]phenyl}thieno[2,3-d]pyrimidine CN1CCN(CC1)CCCN=CC1=CC=C(C=C1)C=1N=C(C2=C(N1)SC=C2)C2=CC=C(C=C2)C=NCCCN2CCN(CC2)C